5-FLUORO-N-(4-(1-(2-(METHYLSULFONAMIDO)-2-OXOACETYL)PIPERIDIN-4-YL)PHENYL)ISOINDOLINE-2-CARBOXAMIDE FC=1C=C2CN(CC2=CC1)C(=O)NC1=CC=C(C=C1)C1CCN(CC1)C(C(=O)NS(=O)(=O)C)=O